ClC=1C=CC(=NC1)COC1=NN=C(S1)C1=NC(=C(C(=O)N)C=C1)N1CCS(CC1)(=O)=O (5-((5-chloropyridin-2-yl)methoxy)-1,3,4-thiadiazol-2-yl)-2-(1,1-dioxidothiomorpholino)nicotinamide